[Na+].C(CCCCCCCCCC)(=O)[O-] undecanoic acid sodium salt